NC1=NC=2C=C(C(=CC2C2=C1C=NN2C)C(=O)N2C(CCCC2)C=2C=CC1=C(N=CS1)C2)Cl (4-amino-7-chloro-1-methyl-1H-pyrazolo[4,3-c]quinolin-8-yl)(2-(benzo[d]thiazol-5-yl)piperidin-1-yl)methanone